chlorotrifluoro-ethylene ClC(=C(F)F)F